[SiH3]O.[SiH4] silane compound with silanol